C1=C(C=CC=2CCCCC12)NC=1N=NNC1C(=O)O 4-((5,6,7,8-tetrahydronaphthalen-2-yl)amino)-1H-1,2,3-triazole-5-carboxylic acid